Ethyl 2-(bromomethyl)acrylate BrCC(C(=O)OCC)=C